N1=C(C=CC=C1)CNC(=O)N 1-(pyridin-2-ylmethyl)urea